C(CCC)(=O)C1SCCN1 butyryl-thiazolidine